O.N1=C(C=CC=C1)CN(CC1=NC=CC=C1)CCNC1=C(C=CC=C1)S(=O)(=O)O 2-{[bis(2-pyridylmethyl)amino]ethylamino}benzenesulfonic acid hydrate